NC1=NC=CC(=C1Cl)OC1=C(C=C(C=C1)C1=NN(C(=C1C(=O)N)C(F)(F)F)C=1C=NC=NC1)F (4-((2-amino-3-chloropyridin-4-yl)oxy)-3-fluorophenyl)-1-(pyrimidin-5-yl)-5-(trifluoromethyl)-1H-pyrazole-4-carboxamide